Cl.C1(=CC=CC2=CC=CC=C12)NC(=O)[C@@H]1CNC[C@H]1C1=CC=CC=C1 |r| (±)-trans-N-(naphthalene-1-yl)-4-phenylpyrrolidine-3-carboxamide hydrochloride